CN1CCC(CC1)OC1=CC=C(C=C1)C#CC1=CC=C(C=C1)C1=CC(=NO1)CN1C(=NC=C1)[C@H](C)O (S)-1-(1-((5-(4-((4-((1-methylpiperidin-4-yl)oxy)phenyl)ethynyl)phenyl)isoxazole-3-yl)methyl)-1H-imidazol-2-yl)ethan-1-ol